BrC1=CC=CC(=N1)N(CCC(=O)O)C 3-((6-Bromopyridin-2-yl)-(methyl)-amino)-propanoic acid